4-((2R*,6R*)-4-(3-Amino-6-(2-hydroxyphenyl)pyridazin-4-yl)-6-(fluoromethyl)morpholin-2-yl)benzoic acid NC=1N=NC(=CC1N1C[C@H](O[C@H](C1)CF)C1=CC=C(C(=O)O)C=C1)C1=C(C=CC=C1)O |o1:9,11|